tert-butyl (4-chloro-5-formylthiazol-2-yl)carbamate ClC=1N=C(SC1C=O)NC(OC(C)(C)C)=O